6,6-Difluoro-N-[3-[3-(3-methoxyazetidin-1-yl)-1-(2,2,2-trifluoroethyl)pyrazolo[4,3-c]pyridin-6-yl]-1H-pyrazol-4-yl]-4-azaspiro[2.5]octane-4-carboxamide FC1(CN(C2(CC2)CC1)C(=O)NC=1C(=NNC1)C1=CC2=C(C=N1)C(=NN2CC(F)(F)F)N2CC(C2)OC)F